5-Hydroxy-2-methyl-benzoic acid OC=1C=CC(=C(C(=O)O)C1)C